N-[5-(furan-2-yl)-2-(1-methylazetidin-3-yl)-[1,2,4]triazolo[1,5-c]pyrimidin-7-yl]acetamide O1C(=CC=C1)C1=NC(=CC=2N1N=C(N2)C2CN(C2)C)NC(C)=O